ClC1=NC=CC(=N1)C1=C(N=C(S1)C(C)(C)C1CCN(CC1)C(=O)OC(C)(C)C)C1=C(C(=CC=C1)NS(=O)(=O)CCC)F tert-butyl 4-{2-[5-(2-chloropyrimidin-4-yl)-4-[2-fluoro-3-(propane-1-sulfonamido)phenyl]-1,3-thiazol-2-yl]propan-2-yl}piperidine-1-carboxylate